N1-(3-(4-methoxyphenyl)imidazo[1,2-a]pyrazin-8-yl)benzene-1,4-diamine COC1=CC=C(C=C1)C1=CN=C2N1C=CN=C2NC2=CC=C(C=C2)N